C1(CC1)C([C@@H](C(=O)NC1=NC(=C(C=C1)C=1C(=NC=C(C1)F)C)F)NC(=O)C=1N(N=CC1)C(C)C)C1CC1 N-[(1S)-1-(dicyclopropylmethyl)-2-[[6-fluoro-5-(5-fluoro-2-methyl-3-pyridyl)-2-pyridyl]amino]-2-oxo-ethyl]-2-isopropyl-pyrazole-3-carboxamide